FC(N1C(=NC=C1)C1=CC=C(CN2C3=NC(=NC=C3N(C2=O)C)C2=C(C=CC=C2)C(C)C)C=C1)F 9-(4-(1-(difluoromethyl)-1H-imidazol-2-yl)benzyl)-2-(2-isopropylphenyl)-7-methyl-7,9-dihydro-8H-purin-8-one